phenanthren-6(8aH)-one C1=CC=CC=2C3=CC(C=CC3C=CC12)=O